C1=CC=CC2=CC3=CC=CC=C3C(=C12)C1C=CNN1 5-(9-anthracenyl)pyrazoline